FC1=CC=C(OCC(=O)N(CC=2SC=CC2)C=2C=NC=CC2)C=C1 2-(4-fluorophenoxy)-N-(pyridin-3-yl)-N-(thiophen-2-ylmethyl)acetamide